5-chloro-2-morpholinobenzo[d]oxazol-6-amine ClC=1C(=CC2=C(N=C(O2)N2CCOCC2)C1)N